6-(3-Chloro-6-(difluoromethyl)-2-fluorophenyl)-N-(1-(1-(2-((S)-2-(((S)-3-hydroxypyrrolidin-1-yl)methyl)azetidin-1-yl)pyrimidin-5-yl)ethyl)-1H-pyrazol-4-yl)pyrazine-2-carboxamide ClC=1C(=C(C(=CC1)C(F)F)C1=CN=CC(=N1)C(=O)NC=1C=NN(C1)C(C)C=1C=NC(=NC1)N1[C@@H](CC1)CN1C[C@H](CC1)O)F